(2-(3-chloro-4-fluorobenzoyl)-3-cyclopropyl-3-oxopropyl)benzenesulfonamide ClC=1C=C(C(=O)C(CC2=C(C=CC=C2)S(=O)(=O)N)C(=O)C2CC2)C=CC1F